2'-chloro-N-(5-(2-(difluoromethyl)-6-methylpyrimidine-4-carbonyl)-5,6-dihydro-4H-pyrrolo[3,4-d]thiazol-2-yl)-5'-methoxy-6-methyl-[4,4'-bipyridine]-3-carboxamide ClC1=NC=C(C(=C1)C1=C(C=NC(=C1)C)C(=O)NC=1SC2=C(N1)CN(C2)C(=O)C2=NC(=NC(=C2)C)C(F)F)OC